2,3-dimethyl-4-[4-[3-(2-morpholino-4-pyridyl)-1H-pyrazol-4-yl]phenyl]benzenesulfonamide CC1=C(C=CC(=C1C)C1=CC=C(C=C1)C=1C(=NNC1)C1=CC(=NC=C1)N1CCOCC1)S(=O)(=O)N